cis-3-fluoro-4-methoxypyrrolidine-1-sulfonyl chloride F[C@@H]1CN(C[C@@H]1OC)S(=O)(=O)Cl